3-(2-(4,4-difluoro-3-hydroxypiperidine-1-carbonyl)-9-fluoro-1,2,3,4-tetrahydro-[1,4]diazepino[6,7,1-hi]indol-7-yl)-4-(imidazo[1,2-a]pyridin-3-yl)-1H-pyrrole FC1(C(CN(CC1)C(=O)N1CCN2C=C(C3=CC(=CC(=C23)C1)F)C1=CNC=C1C1=CN=C2N1C=CC=C2)O)F